(1S,2S)-2-fluoro-N-methyl-N-(6-(4-methylpyridin-3-yl)benzo[d]thiazol-2-yl)cyclopropane-1-carboxamide F[C@@H]1[C@@H](C1)C(=O)N(C=1SC2=C(N1)C=CC(=C2)C=2C=NC=CC2C)C